[Na].[Na].C1(=CC=CC2=CC=CC=C12)S(=O)(=O)OCOS(=O)(=O)C1=CC=CC2=CC=CC=C12 methylene dinaphthalenesulfonate disodium salt